The molecule is a dihydroceramide in which the ceramide N-acyl group is specified as (15Z)-tetracosenoyl (nervonoyl). It has a role as a mouse metabolite. It is a C24:1-sphinganine and a Cer(d42:1). It derives from a (15Z)-tetracosenoic acid. CCCCCCCCCCCCCCC[C@H]([C@H](CO)NC(=O)CCCCCCCCCCCCC/C=C\\CCCCCCCC)O